CC1=C(C(=C(C1(C)[Hf]C1=C(C2=C3CCCC3=CC=C2C1)C)C)C)C (pentamethylcyclopentadienyl)(1-methyl-3,6,7,8-tetrahydro-as-indacenyl)hafnium